furfuryl amyl ether C(CCCC)OCC1=CC=CO1